dimethyl hydroxymethyl (phosphite) P(OC)(OC)OCO